C1(=CC=CC=C1)C=1SC=C(N1)C(=O)N1CCC(CC1)CCCCNC(=O)C=1C=CC=2N(C1)C=CN2 N-(4-{1-[(2-phenyl-1,3-thiazol-4-yl)carbonyl]piperidin-4-yl}butyl)imidazo[1,2-a]pyridine-6-carboxamide